N-(3-(3-(5-bromothiophene-2-yl)acryloyl)phenyl)-2-hydroxyacetamide BrC1=CC=C(S1)C=CC(=O)C=1C=C(C=CC1)NC(CO)=O